5-isopropoxy-tetrahydro-2H-pyran-2-carboxamide C(C)(C)OC1CCC(OC1)C(=O)N